tert-Butyl 3-(4-fluoro-1-{[3-(3-fluoropyridin-4-yl)-1,2,4-oxadiazol-5-yl]methyl}-1H-pyrazolo[3,4-c]pyridin-3-yl)azetidine-1-carboxylate FC1=C2C(=CN=C1)N(N=C2C2CN(C2)C(=O)OC(C)(C)C)CC2=NC(=NO2)C2=C(C=NC=C2)F